tetramethylheptanedioic acid strontium [Sr].CC(C(C(=O)O)(C)C)(CCCC(=O)O)C